O1CCN(CC1)CCOC1=CC(=C(C=C1)O)[N+](=O)[O-] 4-(2-morpholinoethoxy)-2-nitrophenol